ClC=1C(=C(C(=CC1)C(F)(F)F)C1=NC(=CC(N1)=O)C1=NC=C(C=C1)C#CC)F 2-[3-chloro-2-fluoro-6-(trifluoromethyl)phenyl]-6-[5-(1-propynyl)pyridin-2-yl]pyrimidin-4(3H)-one